5-(difluoromethyl)-1-[1-{2-[(trifluoromethanesulfonyl)oxy]-5-(trifluoromethyl)phenyl}piperidin-3-yl]-1H-pyrazole-4-carboxylic acid ethyl ester C(C)OC(=O)C=1C=NN(C1C(F)F)C1CN(CCC1)C1=C(C=CC(=C1)C(F)(F)F)OS(=O)(=O)C(F)(F)F